N-(3-(5-chloro-1H-indol-3-yl)propyl)-4-(4-(1-methylpiperidin-4-yl)butyl)benzenesulfonamide ClC=1C=C2C(=CNC2=CC1)CCCNS(=O)(=O)C1=CC=C(C=C1)CCCCC1CCN(CC1)C